2-chloro-1-(3-ethoxy-4-nitrophenoxy)-4-trifluoromethyl-benzene ClC1=C(C=CC(=C1)C(F)(F)F)OC1=CC(=C(C=C1)[N+](=O)[O-])OCC